N[S@@](=NC(CC1=C(C2=C(COC2)C=2CCCC12)C(C)C)=O)(=O)C=1SC(=CC1F)C(C)(C)O (S)-N-(amino(3-fluoro-5-(2-hydroxypropan-2-yl)thiophen-2-yl)(oxo)-λ6-sulfaneylidene)-2-(4-isopropyl-3,6,7,8-tetrahydro-1H-indeno[4,5-c]furan-5-yl)acetamide